ClC=1C=C(C=CC1)C1(CN(CC1)CC1=C(C(=NC=C1)C=1C=C2CN(C(C2=CC1)=O)C1C(NC(CC1)=O)=O)F)O 3-(5-(4-((3-(3-chlorophenyl)-3-hydroxypyrrolidin-1-yl)methyl)-3-fluoropyridin-2-yl)-1-oxoisoindolin-2-yl)piperidine-2,6-dione